N-(5,7-Dichloro-4-oxo-2-pyrrolidin-1-yl-4H-quinazolin-3-yl)-2-(3,5-difluoro-phenyl)-acetamide ClC1=C2C(N(C(=NC2=CC(=C1)Cl)N1CCCC1)NC(CC1=CC(=CC(=C1)F)F)=O)=O